4-[(3-{2-[2-(3-{[(tert-butoxy)carbonyl]amino}propoxy)ethoxy]ethoxy}propyl)carbamoyl]-2-[(4-{[(2,4-diaminopteridin-6-yl)methyl](methyl)amino}phenyl)formamido]butanoate C(C)(C)(C)OC(=O)NCCCOCCOCCOCCCNC(=O)CCC(C(=O)[O-])NC(=O)C1=CC=C(C=C1)N(C)CC=1N=C2C(=NC(=NC2=NC1)N)N